3-{5-[(7-chloro-5-fluoro-1,3-benzothiazol-4-yl)methoxy]-2-fluoro-4-methoxyphenyl}-2,4-dioxo-1H-thieno[3,4-d]pyrimidine-5-carboxylic acid ClC1=CC(=C(C=2N=CSC21)COC=2C(=CC(=C(C2)N2C(NC=1C(C2=O)=C(SC1)C(=O)O)=O)F)OC)F